SCC(=O)SC S-methyl 2-mercaptothioacetate